N-({4-[2-(2-aminopyridin-3-yl)-5-[3-(morpholin-4-yl)phenyl]imidazo[4,5-b]pyridin-3-yl]phenyl}methyl)-2-(2-chloro-4-formyl-3-hydroxyphenyl)acetamide NC1=NC=CC=C1C1=NC=2C(=NC(=CC2)C2=CC(=CC=C2)N2CCOCC2)N1C1=CC=C(C=C1)CNC(CC1=C(C(=C(C=C1)C=O)O)Cl)=O